BrC1=CC(=CC(=N1)C(CO)C)Cl 2-(6-Bromo-4-chloropyridin-2-yl)propanol